C(=O)(OC(CC(CC(C)(C)C)C)=O)OOC(=O)[O-] 3,5,5-trimethylhexanoyl peroxydicarbonate